4-cyclopropyl-3-(N-(2-(5-cyclopropylthiophen-2-yl)-5-(trifluoromethyl)phenyl)sulfamoyl)benzoic Acid C1(CC1)C1=C(C=C(C(=O)O)C=C1)S(NC1=C(C=CC(=C1)C(F)(F)F)C=1SC(=CC1)C1CC1)(=O)=O